OC(=O)C(F)(F)F.C(#N)C1=CC=C(C=C1)N(C(=O)[C@@H]1NCC1)CC1=NC=C(C=C1)C1CCCCC1 (R)-N-(4-cyanophenyl)-N-((5-cyclohexylpyridin-2-yl)methyl)azetidine-2-carboxamide TFA salt